(((9H-fluorene-9,9-diyl)bis(4,1-phenylene))bis(sulfanediyl))bis(ethane-2,1-diyl) diacrylate C(C=C)(=O)OCCSC1=CC=C(C=C1)C1(C2=CC=CC=C2C=2C=CC=CC12)C1=CC=C(C=C1)SCCOC(C=C)=O